ClC=1C(=C(C=CC1)C1(CN(C1)C(C=C)=O)NC=1C=C2C(N(C=NC2=C(C1)F)C1CC1)=O)C 6-{[3-(3-Chloro-2-methylphenyl)-1-(prop-2-enoyl)azetidin-3-yl]amino}-3-cyclopropyl-8-fluoroquinazolin-4-one